C(C)(C)(C)OC(NC(COC)C1=NC=CC(=C1)Br)=O [1-(4-bromo-2-pyridinyl)-2-methoxy-ethyl]carbamic acid tert-butyl ester